C(#N)[C@H]1N(CCN(C1)C1=C(C(=CC=C1)Cl)Cl)CC[C@@H]1CC[C@H](CC1)NC(=O)N1CCCC1 N-(trans-4-(2-((S)-2-cyano-4-(2,3-dichlorophenyl)piperazin-1-yl)ethyl)cyclohexyl)pyrrolidine-1-carboxamide